5-deoxy-3'-O-methyltaxifolin COC=1C=C([C@H]2OC3=CC(=CC=C3C([C@@H]2O)=O)O)C=CC1O